NC1=C(C=C(C=C1)C1CCN(CC1)C(=O)OC(C)(C)C)NCC(F)F tert-butyl 4-(4-amino-3-((2,2-difluoroethyl) amino)phenyl)piperidine-1-carboxylate